4-(3,5-dimethylphenyl)-7-isopropyl-6-(3,3,3-trifluoro-2,2-dimethylpropyl)thieno[3,2-d]pyrimidine CC=1C=C(C=C(C1)C)C=1C2=C(N=CN1)C(=C(S2)CC(C(F)(F)F)(C)C)C(C)C